methyl 6-((1-acetylpiperidin-4-yl)amino)-2-(thiazolo[4,5-c]pyridin-7-yl)pyrimidine-4-carboxylate C(C)(=O)N1CCC(CC1)NC1=CC(=NC(=N1)C=1C2=C(C=NC1)N=CS2)C(=O)OC